2-butyl-8-(2-cyclohexylethyl)anthra[1,2-b:5,6-b']dithiophene C(CCC)C1=CC2=C(S1)C1=CC=3C=CC4=C(SC(=C4)CCC4CCCCC4)C3C=C1C=C2